2-((2S,4S)-2-(aminomethyl)-5-chloro-6-fluoro-2-phenyl-2,3-dihydrobenzofuran-4-yl)-4-(difluoromethoxy)-3-fluorobenzamide NC[C@@]1(OC2=C(C1)C(=C(C(=C2)F)Cl)C2=C(C(=O)N)C=CC(=C2F)OC(F)F)C2=CC=CC=C2